N-(5-(6-(4-(isopropylsulfonyl)phenyl)-1-oxo-3,4-dihydroisoquinolin-2(1H)-yl)-2-((2-methoxyethoxy)methoxy)phenyl)methanesulfonamide C(C)(C)S(=O)(=O)C1=CC=C(C=C1)C=1C=C2CCN(C(C2=CC1)=O)C=1C=CC(=C(C1)NS(=O)(=O)C)OCOCCOC